(3R,5S)-dimethylmorpholine C[C@H]1N(CCOC1)C